NC1=NN=C(S1)C1=CC=C(C=C1)NC1=C(C=NC=C1)C1=CC(=C(C=C1)OC)OC N-[4-(5-amino-1,3,4-thiadiazol-2-yl)phenyl]-3-(3,4-dimethoxy-phenyl)pyridin-4-amine